bis((aminocarboxyethyl)thio)ethyltetramethylporphin NC(CSC(CC1=C2NC(=C1)C(=C1C=CC(=N1)C(=C1C=CC(N1)=C(C=1C=CC(N1)=C2C)C)C)C)SCC(N)C(=O)O)C(=O)O